CC(C(=O)NC1=CC(=CC(=C1)NC(C(C)(C)C)=O)NC(C(C)(C)C)=O)(C)C 1,3,5-tris(2,2-dimethyl-propionylamino)-benzene